2-((5-(4-ethylphenyl)-4H-1,2,4-triazol-3-yl)thio)-1-(4-hydroxyphenyl)ethan-1-one C(C)C1=CC=C(C=C1)C=1NC(=NN1)SCC(=O)C1=CC=C(C=C1)O